Indium phosphide P#[In]